S1C(NCC1)=O 2-thiazolidinone